tris[2-tert-butyl 4-(5-tert-butyl 4-hydroxy-2-methylphenyl)sulfanyl-5-methylphenyl] phosphite P(OC1=C(C=C(C(=C1)C)SC1=C(C=C(C(=C1)C(C)(C)C)O)C)C(C)(C)C)(OC1=C(C=C(C(=C1)C)SC1=C(C=C(C(=C1)C(C)(C)C)O)C)C(C)(C)C)OC1=C(C=C(C(=C1)C)SC1=C(C=C(C(=C1)C(C)(C)C)O)C)C(C)(C)C